COC1=NC(=NN2C1=C(C=C2)C=2C=CC1=C(N(N=N1)C)C2)NC2CC(C2)(C)NC(C)=O N-((1r,3r)-3-((4-methoxy-5-(1-methyl-1H-benzo[d][1,2,3]triazol-6-yl)pyrrolo[2,1-f][1,2,4]triazin-2-yl)amino)-1-methylcyclobutyl)acetamide